N[C@H](C(=O)O)CCC1CC1 (2S)-2-Amino-4-cyclopropylbutanoic acid